Ethyl (2S)-2-[[(2S)-2-(tert-butoxycarbonylamino)-4-(1-methyl-5-nitro-benzimidazol-2-yl)butanoyl]amino]-4-methyl-pentanoate C(C)(C)(C)OC(=O)N[C@H](C(=O)N[C@H](C(=O)OCC)CC(C)C)CCC1=NC2=C(N1C)C=CC(=C2)[N+](=O)[O-]